C1(CC1)C1=NC=NC(=C1C1=NC=C(C(=N1)S(=O)(=O)C)OC)OC(F)F 2-[4-cyclopropyl-6-(difluoromethoxy)pyrimidin-5-yl]-5-methoxy-4-methylsulfonyl-pyrimidine